ClC=1C(=C(C=CC1F)C(N[S@](=O)C(C)(C)C)[C@@H]1C[C@H](C1)C(F)(F)F)F (R)-N-((3-chloro-2,4-difluorophenyl)(trans-3-(trifluoromethyl)-cyclobutyl)-methyl)-2-methylpropane-2-sulfinamide